2-((S)-4-(7-((5-chloro-6-fluoro-1H-indazol-4-yl)methyl)-2-(((S)-1-methylpyrrolidin-2-yl)methoxy)-5H-pyrrolo[3,2-d]pyrimidin-4-yl)piperazin-2-yl)acetonitrile ClC=1C(=C2C=NNC2=CC1F)CC1=CNC2=C1N=C(N=C2N2C[C@@H](NCC2)CC#N)OC[C@H]2N(CCC2)C